(S)-2-((((9H-fluoren-9-yl)methoxy)carbonyl)amino)-3-(5-chloro-2-(2-methylthiazol-5-yl)phenyl)propanoic acid C1=CC=CC=2C3=CC=CC=C3C(C12)COC(=O)N[C@H](C(=O)O)CC1=C(C=CC(=C1)Cl)C1=CN=C(S1)C